3-(Biphenyl-4-yl)-5-(4-tert-butylphenyl)-4-phenyl-4H-1,2,4-triazine C1(=CC=C(C=C1)C1N=NC=C(N1C1=CC=CC=C1)C1=CC=C(C=C1)C(C)(C)C)C1=CC=CC=C1